1-Pyridin-4-ylmethyl-3-[4-(pyrimidine-2-sulfonyl)-phenyl]-urea N1=CC=C(C=C1)CNC(=O)NC1=CC=C(C=C1)S(=O)(=O)C1=NC=CC=N1